C(C)(C)(C)OC(=O)N[C@@H](C(=O)OCC)C1=CC(=CC=C1)OC(F)(F)F ethyl (2R)-2-(tert-butoxycarbonylamino)-2-[3-(trifluoromethoxy)phenyl]acetate